N1-(3-aminopropyl)-N3-(5-fluoro-2-(4-methoxyphenyl)quinolin-4-yl)-N1-methyl-propane-1,3-diamine NCCCN(CCCNC1=CC(=NC2=CC=CC(=C12)F)C1=CC=C(C=C1)OC)C